4-acetylamino-4-maleimidostilbene-2,2-disulfonate C(C)(=O)NC1(CC(C(C=C1)C=CC1=CC=CC=C1)(S(=O)(=O)[O-])S(=O)(=O)[O-])N1C(C=CC1=O)=O